2-chloro-5-fluoro-4-((6S,9R)-3-oxo-3,5,6,7,8,9-hexahydro-2H-6,9-epiminocyclohepta[c]pyridazine-10-carboxamido)benzoic acid ClC1=C(C(=O)O)C=C(C(=C1)NC(=O)N1[C@@H]2CC=3C(=NNC(C3)=O)[C@H]1CC2)F